CC(C(=O)OC)(C)OCC1=NN(C(=C1)C1=CC=C2C=NN(C2=C1)C)C1=C(C=CC=C1)N1CCCC1 Methyl 2-methyl-2-([5-(1-methyl-1H-indazol-6-yl)-1-[2-(pyrrolidin-1-yl)phenyl]-1H-pyrazol-3-yl]methoxy)propanoate